C(C1=CC=CC=C1)SC=1C=C2C(N(C(NC2=CC1)=O)CC(F)F)=O 6-(benzylthio)-3-(2,2-difluoroethyl)-2,4(1H,3H)-quinazolinedione